[K+].O(C(=S)[S-])CCCCCCCC\C=C/CCCCCCCC oleyl xanthate potassium salt